(3-(3-(2-ethoxy-2-oxoethyl)phenoxy)propyl)piperazine-1-carboxylic acid tert-butyl ester C(C)(C)(C)OC(=O)N1C(CNCC1)CCCOC1=CC(=CC=C1)CC(=O)OCC